NC=1C(NC2=CC(=C(N=C2C1C1=C2C=NNC2=C(C=C1)F)OCCN(C)C)C)=O 3-Amino-6-[2-(dimethylamino)ethoxy]-4-(7-fluoro-1H-indazol-4-yl)-7-methyl-1H-1,5-naphthyridin-2-one